O1CC=C2C1=CC=1C=CC=CC12 indenofuran